2-(1,1,2,2-tetrafluoroethoxy)benzoyl-hydrazine FC(C(F)F)(OC1=C(C(=O)NN)C=CC=C1)F